OCC1=CC(=NO1)C1=NN=C2N1N=C(C1=CC=CC=C21)OCC2=NC=C(C(=O)NCC(F)(F)F)C=C2 6-(((3-(5-(hydroxymethyl)isoxazol-3-yl)-[1,2,4]triazolo[3,4-a]phthalazin-6-yl)oxy)methyl)-N-(2,2,2-trifluoroethyl)nicotinamide